N1(CCCCC1)CC=1C=C(OCCCC(CCN)N)C=CC1 1-[3-[3-(piperidin-1-ylmethyl)phenoxy]propyl]propane-1,3-diamine